BrC=1C=C(C=C2CCCOC12)NC1=NC(=CC(=N1)NC)C N2-(8-bromochroman-6-yl)-N4,6-dimethyl-pyrimidine-2,4-diamine